3-chloro-6-methoxy-4-{[(1s,2s,5r)-6-methyl-4-oxo-3-azabicyclo[3.1.0]hex-2-yl]methoxy}quinoline-7-carboxamide ClC=1C=NC2=CC(=C(C=C2C1OC[C@@H]1[C@H]2C([C@H]2C(N1)=O)C)OC)C(=O)N